(E)-N-(4-bromophenyl)cyclopentanecarbohydrazonoyl cyanide BrC1=CC=C(C=C1)N\N=C(/C1CCCC1)\C#N